NC1=C2C(=NC=N1)N(N=C2C#CC=2C(=C1C=CN(C1=CC2F)C)F)[C@H]2C[C@@H](N(C2)C(C=C)=O)COC 1-[(2R,4S)-4-[4-amino-3-[2-(4,6-difluoro-1-methylindol-5-yl)ethynyl]pyrazolo[3,4-d]pyrimidin-1-yl]-2-(methoxymethyl)pyrrolidin-1-yl]prop-2-en-1-one